2-amino-4,6-divinyl-pyrimidine NC1=NC(=CC(=N1)C=C)C=C